C(C)[Ge-](CC)CC triethylgermanide